3-[1-(2,6-Dichloro-3-fluorophenyl)ethoxy]-5-[1-(piperidin-4-yl)-1H-pyrazol-4-yl]pyridin-2-amine ClC1=C(C(=CC=C1F)Cl)C(C)OC=1C(=NC=C(C1)C=1C=NN(C1)C1CCNCC1)N